FC(C1(CC1)N1C=C2C=NN(C(C2=CC1=O)=O)C)F 6-(1-(difluoromethyl)cyclopropyl)-2-methyl-2,6-dihydropyrido[3,4-d]pyridazine-1,7-dione